6-(dimethylamino)naphthamide CN(C=1C=C2C=CC=C(C2=CC1)C(=O)N)C